ClC1=C(C=CC(=C1)C(F)(F)F)NC(CN1C=2N(C(C(=C1CC)N1CCN(CC1)C(C1=C(C=NC=C1)O)=O)=O)N=C(N2)C2=CCCCCC2)=O N-(2-chloro-4-(trifluoromethyl)phenyl)-2-(2-(cyclohept-1-en-1-yl)-5-ethyl-6-(4-(3-hydroxyisonicotinoyl)piperazin-1-yl)-7-oxo-[1,2,4]triazolo[1,5-a]pyrimidin-4(7H)-yl)acetamide